[Si](C)(C)(C(C)(C)C)OCCN(C(OC(C)(C)C)=O)CCO tert-butyl 2-(tert-butyldimethylsilyloxy)ethyl(2-hydroxyethyl)carbamate